undecyl 6-((7-((5,5-bis(((Z)-oct-5-en-1-yl)oxy)pentanoyl)oxy)heptyl)(3-hydroxypropyl)amino)hexanoate C(CCC\C=C/CC)OC(CCCC(=O)OCCCCCCCN(CCCCCC(=O)OCCCCCCCCCCC)CCCO)OCCCC\C=C/CC